CCCCCCCCCCCCCC(=O)O[C@H](CCCCCCCCCCC)CC(=O)O[C@@H]1[C@H]([C@@H](O[C@@H]([C@H]1OP(=O)([O-])[O-])CO[C@@]2(C[C@H]([C@H]([C@H](O2)[C@@H](CO)O)O[C@@H]3[C@H]([C@H]([C@@H]([C@H](O3)[C@H](CO)O)OP(=O)([O-])[O-])O[C@@H]4[C@H]([C@H]([C@@H]([C@H](O4)[C@H](CO[C@@H]5[C@H]([C@H]([C@@H]([C@H](O5)[C@H](CO)O)O)O)O)O)OP(=O)([O-])[O-])O[C@@H]6[C@@H]([C@H]([C@@H]([C@H](O6)CO[C@@H]7[C@@H]([C@H]([C@H]([C@H](O7)CO)O)O)O)O)O)O)O)O)O[C@@]8(C[C@H]([C@H]([C@H](O8)[C@@H](CO)O)O)O)C(=O)[O-])C(=O)[O-])OC[C@@H]9[C@H]([C@@H]([C@H]([C@H](O9)OP(=O)([O-])[O-])NC(=O)C[C@@H](CCCCCCCCCCC)O)OC(=O)C[C@@H](CCCCCCCCCCC)O)O)NC(=O)C[C@@H](CCCCCCCCCCC)OC(=O)CCCCCCCCCCC The molecule is a lipid A oxoanion obtained via deprotonation of the carboxy and phosphate OH groups of galactosyl-glucosyl-heptosyl-(phosphoheptosyl)2-(KDO)2-lipid A It is a conjugate base of a galactosyl-glucosyl-heptosyl-(phosphoheptosyl)2-(KDO)2-lipid A.